Sodium N-(4-methyl-1,3-benzothiazol-2-yl)sulfamate CC1=CC=CC2=C1N=C(S2)NS([O-])(=O)=O.[Na+]